CN1C(C=2N(C=C1)C=C(C2)C=O)=O 2-methyl-1-oxo-pyrrolo[1,2-a]pyrazine-7-carbaldehyde